7-({[(4,4-difluorocyclohexyl)methyl]amino}methyl)-3,3-dimethyl-N-{3-[(1s,3s)-3-(cyanomethyl)-1-(4-methyl-1,2,4-triazol-3-yl)cyclobutyl]phenyl}-2H-furo[3,2-b]pyridine-5-carboxamide FC1(CCC(CC1)CNCC1=C2C(=NC(=C1)C(=O)NC1=CC(=CC=C1)C1(CC(C1)CC#N)C1=NN=CN1C)C(CO2)(C)C)F